CC1(OB(OC1(C)C)C1=C(C=2CCCC2C=C1)O)C 5-(4,4,5,5-tetramethyl-1,3,2-dioxaborolan-2-yl)-2,3-dihydro-1H-inden-4-ol